C(C)OC(=C)C1=C(C(=NC=C1)OCC1(CC1)OC1OCCCC1)F 4-(1-ethoxyvinyl)-3-fluoro-2-((1-((tetrahydro-2H-pyran-2-yl)oxy)cyclopropyl)methoxy)pyridine